CC=1C(=NC=CC1)C1=CC=C(C=C1)C1=CNC2=NC=C(C=C21)C=2C=CC1=C(CC[C@H](CC1)N1C3COCC1C3)C2 6-[(7S)-2-{3-[4-(3-Methylpyridin-2-yl)phenyl]-1H-pyrrolo[2,3-b]pyridin-5-yl}-6,7,8,9-tetrahydro-5H-benzo[7]annulen-7-yl]-3-oxa-6-azabicyclo[3.1.1]heptane